C(N)(=N)OC(CCCC)=O.[Cu] copper guanylvalerate